C(C1=CC=CC=C1)(=O)[C@@]1(C[C@H](O)[C@@H](CO[Si](C)(C)C(C)(C)C)O1)N1C=NC=2C(N)=NC=NC12 benzoyl-5'-O-(tert-butyldimethylsilyl)-2'-deoxyadenosine